N1C(=NCC1)C1=NC(=CC=C1)F 2-(4,5-dihydro-1H-imidazol-2-yl)-6-fluoropyridine